(3R,4S)-N-Isopropyl-4-methoxypyrrolidin-3-amine dihydrochloride Cl.Cl.C(C)(C)N[C@@H]1CNC[C@@H]1OC